N,N'-diphenyl-N,N'-bis(p-tolyl)-1,4-phenylenediamine C1(=CC=CC=C1)N(C1=CC=C(C=C1)N(C1=CC=C(C=C1)C)C1=CC=CC=C1)C1=CC=C(C=C1)C